5-hydroxy-N-(3-methoxyphenyl)-5-phenyl-octahydrocyclopenta[c]pyrrole-2-carboxamide OC1(CC2C(CN(C2)C(=O)NC2=CC(=CC=C2)OC)C1)C1=CC=CC=C1